tert-butyl (R)-4-(5-(6-(2-(3-fluorophenyl) pyrrolidin-1-yl)imidazo[1,2-b]pyridazin-3-yl)-3,6-dihydropyridin-1(2H)-yl)piperidine-1-carboxylate FC=1C=C(C=CC1)[C@@H]1N(CCC1)C=1C=CC=2N(N1)C(=CN2)C2=CCCN(C2)C2CCN(CC2)C(=O)OC(C)(C)C